1-((5-methylfuran-2-yl)methyl)-2-(trifluoromethyl)-1H-benzimidazol CC1=CC=C(O1)CN1C(=NC2=C1C=CC=C2)C(F)(F)F